CN1C=C(C=2C1=NC=C(C2C)[N+](=O)[O-])C=2CCNCC2 1,4-dimethyl-5-nitro-3-(1,2,3,6-tetrahydropyridin-4-yl)-1H-pyrrolo[2,3-b]pyridine